C(C)(C)[C@H]1N(C(OC1)=O)C=1C=CC2=C(C3=C(OC2)C=C(C=C3)O[C@@H]3CN(CC3)C(CC)=O)C1 (R)-4-isopropyl-3-[3-(((S)-1-propionylpyrrolidin-3-yl)oxy)-6H-dibenzo[b,d]pyran-9-yl]oxazolidin-2-one